4-(2-ethylhexanoyl)-thieno[3,4-b]-thiophene C(C)C(C(=O)C=1SC=C2SC=CC21)CCCC